N1-Methyl-N4-(5-Methyl-4-(6-(pyrimidin-5-ylamino)imidazo[1,2-a]pyridin-3-yl)pyrimidin-2-yl)cyclohexane-1,4-diamine CNC1CCC(CC1)NC1=NC=C(C(=N1)C1=CN=C2N1C=C(C=C2)NC=2C=NC=NC2)C